ClC=1C(=CC(=C(C1)NC(C(=O)NC1=CNC2=CC(=C(C=C12)F)F)=O)C)F N1-(5-chloro-4-fluoro-2-methylphenyl)-N2-(5,6-difluoro-1H-indol-3-yl)oxalamide